2-(1-((tert-Butyldimethylsilyl)oxy)-2-hydroxypropan-2-yl)thiazole-5-sulfonamide [Si](C)(C)(C(C)(C)C)OCC(C)(O)C=1SC(=CN1)S(=O)(=O)N